C(CCCC)(=O)N[C@@H](CC1=CC=CC=C1)C(=O)O valeryl-phenylalanine